BrC=1C=C(C2=C(C=C([C@H](O2)C(F)(F)F)C(=O)O)C1)C(F)(F)F (S)-6-bromo-8-(trifluoromethyl)-2-trifluoromethyl-2H-benzopyran-3-carboxylic acid